propan-2-carbamate CC(C)NC(=O)[O-]